C(CCCCCCC\C=C/CCCCCCCC)(=O)SCC(CN(C)C)SC(CCCCCCC\C=C/CCCCCCCC)=O 1,2-dioleoylthio-3-dimethylaminopropane